1-cyclopentyl-4-((5-(piperidin-1-yl)-1,3,4-thiadiazol-2-yl)methyl)piperazine-2,3-dione C1(CCCC1)N1C(C(N(CC1)CC=1SC(=NN1)N1CCCCC1)=O)=O